BrC=1C=CC=2N(C1C(F)(F)F)C(=NC2)C 6-bromo-3-methyl-5-(trifluoromethyl)imidazo[1,5-a]pyridine